C(C1=CC=CC=C1)(=O)[Sn]1(OC(CN(CC(O1)(C)C)CCCCCCCC)(C)C)C(C1=CC=CC=C1)=O 1,1-Dibenzoyl-3,3,7,7-tetramethyl-5-n-octyl-5-aza-2,8-dioxa-1-stannacyclooctane